(2R,3S,5R)-5-(6-amino-2-fluoro-4,5-dihydro-9H-purin-9-yl)-2-(((tert-butyldiphenylsilyl)oxy)methyl)-2-ethynyltetrahydrofuran-3-ol NC=1C2N=CN(C2N=C(N1)F)[C@H]1C[C@@H]([C@@](O1)(C#C)CO[Si](C1=CC=CC=C1)(C1=CC=CC=C1)C(C)(C)C)O